(+)-indenol C1(C=CC2=CC=CC=C12)O